methyl 6-amino-3-bromo-2-methylbenzoate NC1=CC=C(C(=C1C(=O)OC)C)Br